(5-amino-3-methyl-1H-pyrazol-1-yl)quinazolin-4(3H)-one NC1=CC(=NN1C1=NC2=CC=CC=C2C(N1)=O)C